2-(6-methylimidazo[1,2-a]pyridin-2-yl)-7-(4-methylpiperazin-1-yl)-4H-pyrido[1,2-a]pyrimidin-4-one CC=1C=CC=2N(C1)C=C(N2)C=2N=C1N(C(C2)=O)C=C(C=C1)N1CCN(CC1)C